C(#N)C1=NN(C=C1)C[C@H](C(=O)OCC)OC(NC1=C2CCCC2=CC=2CCCC12)=O Ethyl (2R)-3-(3-cyano-1H-pyrazol-1-yl)-2-{[(1,2,3,5,6,7-hexahydro-s-indacen-4-yl)carbamoyl]oxy}propanoate